N-methyl-N-((5-(2-((1-methyl-1H-pyrazolo[3,4-d]pyrimidin-4-yl)thio)acetyl)thiophen-2-yl)methyl)cyclopropanesulfonamide tert-butyl-1-formyl-8-azabicyclo[3.2.1]octane-8-carboxylate C(C)(C)(C)OC(=O)N1C2(CCCC1CC2)C=O.CN(S(=O)(=O)C2CC2)CC=2SC(=CC2)C(CSC2=C1C(=NC=N2)N(N=C1)C)=O